NC=1N=NC(=CC1N1CCO[C@H](C1)C)C1=C(C=CC=C1)O (2R,6S)-4-(3-Amino-6-(2-hydroxyphenyl)pyridazin-4-yl)-6-methylmorpholin